2-chloro-1-(4-(2-(4-(4-methoxyphenyl)-6,7-dihydrothieno[3,2-c]pyridin-5(4H)-yl)acetyl)-2-methylpiperazin-1-yl)ethan-1-one ClCC(=O)N1C(CN(CC1)C(CN1C(C2=C(CC1)SC=C2)C2=CC=C(C=C2)OC)=O)C